C(C)(=O)OCCC(CCCC)C 3-METHYLHEPTYL ACEtATE